C(C)OC(CC1CCN(C1)C(=O)[O-])=O 4-(2-ethoxy-2-oxoethyl)pyrrolidine-1-carboxylate